2-oxo-2-[(2R,5S)-5-methyl-2-[2-[rac-(3R)-1-methyl-3-piperidyl]-1,3-benzothiazol-5-yl]-1-piperidyl]acetamide O=C(C(=O)N)N1[C@H](CC[C@@H](C1)C)C=1C=CC2=C(N=C(S2)[C@H]2CN(CCC2)C)C1 |&1:20|